tert-Butyl 3-(2-oxoethoxy)azetidine-1-carboxylate O=CCOC1CN(C1)C(=O)OC(C)(C)C